N1=CC=C(C=C1)N1CCN(CC1)CC=1NC2=CC=C(C=C2C1)NS(=O)(=O)C N-[2-[[4-(4-pyridyl)piperazin-1-yl]methyl]-1H-indol-5-yl]methane-sulfonamide